FC1=CC(=C(C=C1)C=1C=CC=C2C=NC(=NC12)NC1=CC(=C(C=C1)NC(=O)C1=CC=C(C(=O)O)C=C1)C)OC(C)C 4-[[4-[[8-(4-fluoro-2-isopropoxy-phenyl)quinazolin-2-yl]amino]-2-methylphenyl]carbamoyl]benzoic acid